(S)-2-((4-(3-((9-((4-acrylamidophenyl)sulfonyl)-3,9-diazaspiro[5.5]undecane-3-yl)methyl)pyrrolidin-1-yl)pyrimidin-5-yl)oxy)-5-fluoro-N,N-diisopropylbenzamide C(C=C)(=O)NC1=CC=C(C=C1)S(=O)(=O)N1CCC2(CCN(CC2)C[C@H]2CN(CC2)C2=NC=NC=C2OC2=C(C(=O)N(C(C)C)C(C)C)C=C(C=C2)F)CC1